BrCC1=NC(=NO1)C=1SC=CC1 5-(bromomethyl)-3-(thien-2-yl)-1,2,4-oxadiazole